OC=1C=C2CCC(NC2=CC1)=O 3,4-dihydro-6-hydroxyquinolone